3-Amino-4-(7-fluoro-1H-indazol-4-yl)-7-methyl-6-(2,2,2-trifluoroethoxy)-1H-1,5-naphthyridin-2-one NC=1C(NC2=CC(=C(N=C2C1C1=C2C=NNC2=C(C=C1)F)OCC(F)(F)F)C)=O